1-[(4S)-8-chlorochroman-4-yl]-3-(2-cyclopropylthiazol-4-yl)urea ClC=1C=CC=C2[C@H](CCOC12)NC(=O)NC=1N=C(SC1)C1CC1